FC=1C=CC(=C(C1)N1C(N(C(C1)C#N)C1=CN=CC2=CC=CC=C12)=O)OC 1-(5-fluoro-2-methoxyphenyl)-3-(isoquinolin-4-yl)-2-oxoimidazoline-4-carbonitrile